iodo(tri-tert-butylphosphino)palladium (I) I[Pd-]P(C(C)(C)C)(C(C)(C)C)C(C)(C)C